N-(2,4-difluorobenzyl)-N-(1-phenethylpiperidin-4-yl)-2-furoamide FC1=C(CN(C(=O)C=2OC=CC2)C2CCN(CC2)CCC2=CC=CC=C2)C=CC(=C1)F